C(CCCCCCCC)C=1C(=C(C(O)=CC1)O)CCCCCCCCC dinonylcatechol